ClC=1C=C(C(=O)N[C@@H](C)C2=NC=NN2C=2SC=CN2)C=C(C1)S(=O)(=O)C 3-chloro-5-(methylsulfonyl)-N-[(1S)-1-[1-(1,3-thiazol-2-yl)-1H-1,2,4-triazol-5-yl]ethyl]benzamide